(6-((3S,4S)-4-amino-3-methyl-2-oxa-8-azaspiro[4.5]decan-8-yl)-2-(2,3-dichlorophenyl)imidazo[2,1-b][1,3,4]thiadiazol-5-yl)methanol N[C@@H]1[C@@H](OCC12CCN(CC2)C=2N=C1SC(=NN1C2CO)C2=C(C(=CC=C2)Cl)Cl)C